2-(4-hydroxybutyryl)-N,N-diisopropylbenzamide OCCCC(=O)C1=C(C(=O)N(C(C)C)C(C)C)C=CC=C1